2-(methoxymethyl)acrylamide COCC(C(=O)N)=C